2-(3-tert-butyl-5-methyl-2-hydroxyphenyl)-5-chlorophenylazide C(C)(C)(C)C=1C(=C(C=C(C1)C)C1=C(C=C(C=C1)Cl)N=[N+]=[N-])O